1-(3-nitro-4-methylphenyl)-1H-pyrrole-2,5-dione [N+](=O)([O-])C=1C=C(C=CC1C)N1C(C=CC1=O)=O